C(C1=CC=CC=C1)C1=C2N(C=C(N1)C=1C=C3C=CC=NC3=CC1)C(C(=N2)CC=2OC=CC2)=O 8-benzyl-2-(furan-2-ylmethyl)-6-(quinolin-6-yl)imidazo[1,2-a]pyrazin-3(7H)-one